1-[3-(Triethoxysilyl)propyl]-3,3'-hexamethylenebis(5-amino-1,2,4-triazole) C(C)O[Si](CCCC(CCCCCC1=NNC(=N1)N)C1=NNC(=N1)N)(OCC)OCC